ClC=1C=C(OC2CCC(CC2)NC(=O)C=2N=NC(=CC2)N2CCC(CC2)CN2CCC(CC2)C=2C=C3C(N(C(C3=CC2)=O)C2C(NC(CC2)=O)=O)=O)C=CC1C#N N-((1r,4r)-4-(3-chloro-4-cyanophenoxy)cyclohexyl)-6-(4-((4-(2-(2,6-dioxopiperidin-3-yl)-1,3-dioxoisoindolin-5-yl)piperidin-1-yl)methyl)piperidin-1-yl)pyridazine-3-carboxamide